FC1([C@@H]([C@H](CCC1)N1CCN(CC1)C(C)C)NC(=O)N1C[C@@H]2[C@H](C1)CC(C2)C2=CC=C(C=C2)F)F (3aR,5R,6aS)-N-{(1R,6S)-2,2-difluoro-6-[4-(propan-2-yl)piperazin-1-yl]cyclohexyl}-5-(4-fluorophenyl)hexahydrocyclopenta[c]pyrrole-2(1H)-carboxamide